(R)-4-(7-(3-aminopiperidine-1-yl)-3-(4-(dimethylamino)phenyl)-3H-imidazo[4,5-b]pyridine-2-yl)-2-fluorobenzonitrile N[C@H]1CN(CCC1)C1=C2C(=NC=C1)N(C(=N2)C2=CC(=C(C#N)C=C2)F)C2=CC=C(C=C2)N(C)C